ClC1=C(CNC(=O)N2C(O[C@@H]([C@@H]2C)C2=CC(=CC(=C2)C(F)(F)F)F)=O)C=CC=C1 (4S,5R)-N-(2-chlorobenzyl)-5-[3-fluoro-5-(trifluoromethyl)phenyl]-4-methyl-2-oxo-1,3-oxazolidine-3-carboxamide